OC=1N=C(C(=NC1)N1CCN(CC1)C(C=C)=O)NC1=CC=C(C=C1)C(F)(F)F 1-(4-(5-hydroxy-3-((4-(trifluoromethyl)phenyl)amino)pyrazin-2-yl)piperazin-1-yl)prop-2-en-1-one